N-(3,3-difluoropiperidin-4-yl)-2-methyl-5-((3-methyloxetan-3-yl)methoxy)benzofuran-3-carboxamide FC1(CNCCC1NC(=O)C1=C(OC2=C1C=C(C=C2)OCC2(COC2)C)C)F